3,3'-diiododiphenyl sulfone C1=CC(=CC(=C1)I)S(=O)(=O)C2=CC(=CC=C2)I